5-(chloromethyl)-9-fluoro-6-iodo-2,3-dihydro-7H-[1,4]oxazino[2,3,4-ij]quinolin-7-one ClCC=1N2C3=C(C=C(C=C3C(C1I)=O)F)OCC2